(R)-2-(3-(5-(3-hydroxy-1-methyl-2-oxopyrrolidin-3-yl)isoxazol-3-yl)phenyl)thiazole-5-carboxamide O[C@@]1(C(N(CC1)C)=O)C1=CC(=NO1)C=1C=C(C=CC1)C=1SC(=CN1)C(=O)N